C1(=CC=CC=C1)C1=C2CCN(C2=CC=C1)C=1C2=C(N=CN1)C=C(C=N2)CN2[C@H](CCCC2)C(=O)O (R)-1-((4-(4-phenylindolin-1-yl)pyrido[3,2-d]pyrimidin-7-yl)methyl)piperidine-2-carboxylic acid